N-(2-carbamoyl-4-cyano-6-methyl-phenyl)-5-[(4-chlorophenyl)methoxymethyl]-2-(3-chloro-2-pyridinyl)pyrazole-3-carboxamide C(N)(=O)C1=C(C(=CC(=C1)C#N)C)NC(=O)C=1N(N=C(C1)COCC1=CC=C(C=C1)Cl)C1=NC=CC=C1Cl